4-isobutyl-alpha-methylphenylacetic acid C(C(C)C)C1=CC=C(C=C1)C(C(=O)O)C